C(C)(C)(C)C1=C(C(=O)NC2=C(C=C(C=C2)N2C3=C(NC(CC2=O)=O)C2=CC=CC=C2C=C3)F)C=CC=C1 2-tert-butyl-N-[4-(2,4-dioxo-3,4-dihydro-1H-naphtho[1,2-b][1,4]diazepin-5(2H)-yl)2-fluorophenyl]benzamide